Indole-2-d1 N1C(=CC2=CC=CC=C12)[2H]